O=C1N(CC2=C(C=CC=C12)OCC1=CC=C(C=C1)CN1CCC(CC1)N1N=CC(=C1)C1=NC2=CC=CC=C2N=C1)C1C(NC(CC1)=O)=O 3-(1-oxo-4-((4-((4-(4-(quinoxalin-2-yl)-1H-pyrazol-1-yl)piperidin-1-yl)methyl)benzyl)oxy)isoindolin-2-yl)piperidine-2,6-dione